C(CCCCCCCCCCC)C=1N=NN(N1)CCC[Si](OCC)(OCC)OCC 5-dodecyl-2-[3-(triethoxysilyl)propyl]-2H-tetrazole